3-(4-((4-(6-chloropyridazin-3-yl)piperazin-1-yl)methyl)-1-oxoisoindoline-2-yl)piperidine ClC1=CC=C(N=N1)N1CCN(CC1)CC1=C2CN(C(C2=CC=C1)=O)C1CNCCC1